CC1=NOC(=N1)CNCC1=CC=C(C#N)C=C1 4-[([(3-methyl-1,2,4-oxadiazol-5-yl)methyl]amino)methyl]benzonitrile